N-(6-(3-(2-hydroxybutyl)ureido)-2,3-diphenylquinolin-4-yl)methanesulfonamide methyl-4-bromo-2-hydroxy-benzoate COC(C1=C(C=C(C=C1)Br)O)=O.OC(CNC(NC=1C=C2C(=C(C(=NC2=CC1)C1=CC=CC=C1)C1=CC=CC=C1)NS(=O)(=O)C)=O)CC